[W].[Rh] Rhodium-tungsten